4-methyl-N-(2-chloropropyl)benzenesulfonamide CC1=CC=C(C=C1)S(=O)(=O)NCC(C)Cl